dipentaerythritol 4'-methoxybenzylidenemalonate COC(C1=CC=CC=C1)=C(C(=O)O)C(=O)O.OCC(CO)(CO)CO.OCC(CO)(CO)CO